3-ethyl-7-iodo-8-methoxy-5-phenyl-2,3-dihydro-1,5-benzothiazepine-4(5H)-one C(C)C1CSC2=C(N(C1=O)C1=CC=CC=C1)C=C(C(=C2)OC)I